5-((4-(cyclopentylamino)pyrimidin-2-yl)amino)-7-ethylbenzo[c][1,2]oxaborole-1(3H)-ol C1(CCCC1)NC1=NC(=NC=C1)NC1=CC2=C(B(OC2)O)C(=C1)CC